Cl.ClC=1C=C(C=C(C1)Cl)C=1OC2=C(N1)C=CC(=C2)C(=O)OC2CNCC2 pyrrolidin-3-yl 2-(3,5-dichlorophenyl)benzo[d]oxazole-6-carboxylate hydrochloride